4-(isopropylamino)-2-thiazol-5-yl-thieno[2,3-b]Pyridine-5-carboxylic acid ethyl ester C(C)OC(=O)C=1C(=C2C(=NC1)SC(=C2)C2=CN=CS2)NC(C)C